BrC1=CC=C(C=C1)[C@]12[C@](C3=NC=C(C=C3O1)Cl)(C(C[C@H]2C2=CC=CC=C2)CO)O |r| rac-(5aR,6S,8aR)-5a-(4-bromophenyl)-3-chloro-8-(hydroxymethyl)-6-phenyl-5a,6,7,8-tetrahydro-8aH-cyclopenta[4,5]furo[3,2-b]pyridin-8a-ol